methyl 1,2,5,6-tetrahydropyridine-3-carboxylate hydrochloride Cl.N1CC(=CCC1)C(=O)OC